C(CCCC)[C@@H]1CC[C@H](CC1)C1=CC=C(C#N)C=C1 4-(trans-4-amyl-cyclohexyl)benzonitrile